Butyl-formamid C(CCC)NC=O